Lauryl Arginate N[C@@H](CCCNC(N)=N)C(=O)OCCCCCCCCCCCC